(1R,2R)-1-(2-cyano-5-fluorophenyl)-1-(1-methyl-1H-pyrazol-4-yl)propan C(#N)C1=C(C=C(C=C1)F)[C@@H](CC)C=1C=NN(C1)C